C(C)(C)(C)OC(=O)N(CC(=O)O)CC(CN(CCOC)C(=O)OC(C)(C)C)=O 2-[tert-butoxycarbonyl-[3-[tert-butoxycarbonyl(2-methoxyethyl)amino]-2-oxo-propyl]amino]acetic acid